(S)-N-(5-(2-(2-aminopyridin-3-yl)-5-(1H-pyrazol-1-yl)-3H-imidazo[4,5-b]pyridin-3-yl)-2,3-dihydro-1H-inden-1-yl)-2-methoxyisonicotinamide NC1=NC=CC=C1C1=NC=2C(=NC(=CC2)N2N=CC=C2)N1C=1C=C2CC[C@@H](C2=CC1)NC(C1=CC(=NC=C1)OC)=O